(s)-2-amino-3-(1H-tetrazol-5-yl)propanoic acid N[C@H](C(=O)O)CC1=NN=NN1